dimethyl-tetradecyl-(3-trimethoxysilyl-propyl)ammonium chloride [Cl-].C[N+](CCC[Si](OC)(OC)OC)(CCCCCCCCCCCCCC)C